ClC1=C2C(=NC=C1C1=C(C(=CC=C1)N1C(COCC1)=O)F)NCC21CC(CC1)(C(=O)N)C 4'-Chloro-5'-(2-fluoro-3-(3-oxomorpholino)phenyl)-3-methyl-1',2'-dihydrospiro[cyclopentane-1,3'-pyrrolo[2,3-b]pyridine]-3-carboxamide